C1(=CC=C(C=C1)C1=CC=CC=C1C(=O)N)C1=CC=CC=C1 4-biphenyl-benzamide